C(C)OC(C[C@@H](C=1C=C(C(=CC1)F)C1=CC(=CC=C1)OC)N)=O (S)-3-amino-3-(6-fluoro-3'-methoxybiphenyl-3-yl)propionic acid ethyl ester